[Te].[Er] erbium-tellurium